C1(CC1)C=1C(=CC(N2C(=C(SC12)C1=CC(=C(C=C1)OCCC)C)C(=O)O)=O)CC1=CC=CC2=CC=CC=C12 5-Cyclopropyl-4-[(1-naphthyl)methyl]-2-oxo-8-(4-propoxy-3-methyl-phenyl)-7-thia-1-azabicyclo[4.3.0]nona-3,5,8-triene-9-carboxylic acid